C(C)S(=O)(=O)NC1=CC(=C(OC=2C=C(OCCOC3CCN(CC3)C=3C=CC(=NC3)C(=O)OC)C=CC2)C=C1)C=1C2=C(C(N(C1)C)=O)N(C=C2)S(=O)(=O)C2=CC=C(C=C2)C methyl 5-[4-[2-[3-[4-(ethylsulfonyl-amino)-2-[6-methyl-7-oxo-1-(p-tolylsulfonyl)pyrrolo[2,3-c]pyridin-4-yl]phenoxy] phenoxy]ethoxy]-1-piperidyl]pyridine-2-carboxylate